O1OCCC2=C1C=CC=C2 [1,2]Benzodioxan